C(#N)C1=C(C=NC=C1)C1=CC2=C(N=C(S2)NC(=O)C2C(C2)F)C=C1 N-(6-(4-cyanopyridin-3-yl)benzo[d]thiazol-2-yl)-2-fluorocyclopropane-1-carboxamide